phenethyl-1,2,3,4,4a,5,8,8a-octahydro-1,4:5,8-dimethanonaphthalene C(CC1=CC=CC=C1)C12CCC(C3C4C=CC(C13)C4)C2